3-{4-[1-(5-chloro-1H-1,3-benzodiazol-2-yl)-4-[2-(4-fluorophenyl)ethyl]-5-hydroxy-1H-pyrazol-3-yl]phenyl}propanoic acid ClC1=CC2=C(NC(=N2)N2N=C(C(=C2O)CCC2=CC=C(C=C2)F)C2=CC=C(C=C2)CCC(=O)O)C=C1